N[C@H]1CS(C2=C(N(C1=O)CC1=CC=C(C=C1)OC(F)(F)F)C=C(C(=C2)F)C=2OC(=NN2)C(C)(C)C)(=O)=NC (3R)-3-amino-7-(5-tert-butyl-1,3,4-oxadiazol-2-yl)-8-fluoro-1-methylimino-1-oxo-5-[[4-(trifluoromethoxy)phenyl]methyl]-2,3-dihydro-1lambda6,5-benzothiazepin-4-one